CC(CC)C1=CC=NC=C1 4-(1-methylpropyl)pyridine